O=C1N(CCN1CC(F)(F)F)[C@H]1CN(CCC1)C=1N=NC(=CN1)C(=O)N 3-((R)-3-(2-oxo-3-(2,2,2-triFluoroethyl)imidazolin-1-yl)piperidin-1-yl)-1,2,4-triazine-6-carboxamide